BrC1=CC=C(C=C1)[C@@H](C(F)(F)F)N(C(=O)C1(CN(C1)C(=O)OC(C)(C)C)C)C tert-Butyl (S)-3-((1-(4-bromophenyl)-2,2,2-trifluoroethyl)(methyl)carbamoyl)-3-methylazetidine-1-carboxylate